tert-butyl (R)-3-(5-((2-azaspiro[3.3]heptan-6-yl)oxy)-2'-ethoxy-[2,3'-bipyridine]-6-carboxamido)pyrrolidine-1-carboxylate C1NCC12CC(C2)OC=2C=CC(=NC2C(=O)N[C@H]2CN(CC2)C(=O)OC(C)(C)C)C=2C(=NC=CC2)OCC